(S)-6-(3-(tert-butoxy)-3-oxopropyl)-2,2-dimethyl-4,7,10,13,16,19-hexaoxo-3,23,26,29,32,35,38,41,44-nonaoxa-5,8,11,14,17,20-hexaazaheptatetracontan-47-oic acid C(C)(C)(C)OC(CC[C@H](NC(OC(C)(C)C)=O)C(NCC(NCC(NCC(NCC(NCCOCCOCCOCCOCCOCCOCCOCCOCCC(=O)O)=O)=O)=O)=O)=O)=O